ClC1=CC=C2C=CC(=NC2=C1)C=CC=1C=C(C#N)C=CC1 3-(2-(7-chloro-2-quinolyl)vinyl)benzonitrile